N1CC(C1)CN(C(C1=CC=C(C=C1)C1CC2(CC(C2)C#N)CCN1CC1=C2C=CNC2=C(C=C1OC)C)=O)CC N-(azetidin-3-ylmethyl)-4-(2-cyano-7-((5-methoxy-7-methyl-1H-indol-4-yl)methyl)-7-azaspiro[3.5]nonan-6-yl)-N-ethylbenzamide